C1(=CC=CC=C1)C(CO)C 2-phenyl-1-propanol